N[C@@H](C)C(=O)N1[C@@H](C[C@@H](O)C1)C(=O)C(C(C(=O)O)(N)N)C alanyl-hydroxyprolinyl-diaminobutyric acid